ClC=C(C(F)Cl)Cl 1,2,3-trichloro-3-fluoropropene